CC=1C=CN=NC1N1CC=2C=C(C=NC2CC1)C=1C=NC(=CC1)C 5-methyl-6-(3-(6-methylpyridin-3-yl)-7,8-dihydro-1,6-naphthyridin-6(5H)-yl)pyridazine